N,N'-tetramethyl-N,N'-dilaurylethylenediammonium difluoride [F-].[F-].C[N+](CC[N+](CCCCCCCCCCCC)(C)C)(CCCCCCCCCCCC)C